C12C=CC(C=C1)S2(=O)=O 7-thiabicyclo[2.2.1]hept-2,5-diene-7,7-dioxide